C(C)NCCCC=C(C(=O)N)C 3-(ethylamino)propylmethacrylamide